3,3-Difluorocyclobutane-1-one FC1(CC(C1)=O)F